6-(piperidin-1-yl)-2-naphthaldehyde N1(CCCCC1)C=1C=C2C=CC(=CC2=CC1)C=O